COC(CCCN1C(N(CC=2C1=NC(=NC2)Cl)C2=C(C=CC=C2C)C)=O)=O 4-[7-Chloro-3-(2,6-dimethyl-phenyl)-2-oxo-3,4-dihydro-2H-pyrimido[4,5-d]pyrimidin-1-yl]-butyric acid methyl ester